C(C1=CC=CC=C1)N1C(C(NC2=CC(=CC=C12)C(C)(C)C)=O)C(F)F 4-benzyl-3-(difluoromethyl)-7-tert-butyl-3,4-dihydroquinoxalinone